CC1=C(C(CC1)=O)C(C)CCC=C(CC)C 3-methyl-2-(6-methyloct-5-en-2-yl)cyclopent-2-en-1-one